NCCCN1C(=NC=C1)C 1-(3-aminopropyl)-2-methyl-1H-imidazole